N'-(3-Aminopropyl)-N,N-dimethylpropan-1,3-diamin NCCCNCCCN(C)C